C(C)OC1=CC=C(C=C1)NCC(O)C1=NNC(O1)=S 5-[2-(4-ethoxyphenylamino)-1-hydroxyethyl]-1,3,4-oxadiazole-2(3H)-thione